4-(difluoromethyl)-5-(piperidin-4-ylmethoxy)picolinic acid methyl ester hydrochloride Cl.COC(C1=NC=C(C(=C1)C(F)F)OCC1CCNCC1)=O